ClC=1C=C(C=CC1F)[C@@H](NC(=O)[C@@H]1CNC(O1)=O)C1=NC(=C(C=C1)F)OCC(F)(F)F (S)-N-((R)-(3-chloro-4-fluorophenyl)(5-fluoro-6-(2,2,2-trifluoroethoxy)pyridin-2-yl)methyl)-2-oxooxazolidine-5-carboxamide